C(#N)N1NN=C(C(=N1)C1=C(C=C(C=C1)[N+](=O)[O-])[N+](=O)[O-])C#N 3,6-dicyano-5-(2,4-dinitrophenyl)-1,2,4-triazazine